O1N=CN=C1C1CCC(CC1)NC1=NC=C2N=C(N(C2=N1)C1CCC(CC1)C(=O)N)NC1=C(C=C(C=C1F)Cl)Cl (1s,4s)-4-(2-(4-(1,2,4-oxadiazol-5-yl)cyclohexylamino)-8-(2,4-dichloro-6-fluorophenylamino)-9H-purin-9-yl)cyclohexanecarboxamide